BrCCCCCCCCOC(CCC#N)OCCCCCCCCBr 4,4-bis((8-bromooctyl)oxy)butyronitrile